4-(4-aminophenyl)-morpholin-3-one NC1=CC=C(C=C1)N1C(COCC1)=O